FC1(CCN(CC1)C1=CC(=CC=2CCOC21)NC(=O)C=2C(=CC(=CC2)NS(=O)(=O)CC)C2=CC=C(C=C2)C(F)(F)F)F N-(7-(4,4-difluoropiperidin-1-yl)-2,3-dihydrobenzofuran-5-yl)-5-(ethylsulfonamido)-4'-(trifluoromethyl)-[1,1'-biphenyl]-2-carboxamide